C1CCSC=CC1 Tetrahydrothiepine